NC1=CC=C(C=C1)OC1=CC=C(C=C1)C1=CC=C(C=C1)OC1=CC=C(C=C1)N 4,4'-bis(4-aminophenyloxy)biphenyl